FCC1=NN=C2N1C=CC(=C2)C2=NC=CN=C2OC2=CC=C(C=C2)C(F)(F)F 3-(Fluoromethyl)-7-(3-(4-(trifluoromethyl)phenoxy)pyrazin-2-yl)-[1,2,4]triazolo[4,3-a]pyridine